C(C)(=O)OCCCCCN(CCOC1=CC=C(C=C1)OC=1C2=C(SC1C(C1=CC(=CC=C1)F)=O)C=C(C=C2)O)CC (5-(ethyl (2-(4-((2-(3-fluorobenzoyl)-6-hydroxybenzo[b]thiophen-3-yl) oxy) phenoxy) ethyl) amino) pentyl) acetate